FC1=C(C(=CC(=C1)CCC)C1=CC2=C(NC(=N2)C)C=C1)C(C)O 1-(2-fluoro-6-(2-methyl-1H-benzimidazol-5-yl)-4-propylphenyl)ethane-1-ol